isopropyl (S)-2-((S)-3-(1H-indol-3-yl)-2-(quinuclidine-4-carboxamido)propanamido)-6-diazo-5-oxohexanoate N1C=C(C2=CC=CC=C12)C[C@@H](C(=O)N[C@H](C(=O)OC(C)C)CCC(C=[N+]=[N-])=O)NC(=O)C12CCN(CC1)CC2